6-Hydroxy-1-tetralone OC=1C=C2CCCC(C2=CC1)=O